2,5-bis(benzyloxy)aniline C(C1=CC=CC=C1)OC1=C(N)C=C(C=C1)OCC1=CC=CC=C1